3-((3-exo)-3-(6-methoxy-8-methyl-2-((5-methyl-1H-pyrazol-3-yl)amino)-9H-purin-9-yl)-8-azabicyclo[3.2.1]oct-8-yl)propionitrile COC1=C2N=C(N(C2=NC(=N1)NC1=NNC(=C1)C)C1CC2CCC(C1)N2CCC#N)C